[N+](=O)([O-])C1=CC=C(C=C1)NC(CCC)=O N-(4-nitrophenyl)butanamide